NC1=CC=C2C(=N1)CCC2NC([C@H](C)NC(=O)[C@@H]2NC[C@H](C2)CC2=CC(=NC=C2)C)=O (2R,4S)-N-((2S)-1-((2-amino-6,7-dihydro-5H-cyclopenta[b]pyridin-5-yl)amino)-1-oxopropan-2-yl)-4-((2-methylpyridin-4-yl)methyl)pyrrolidine-2-carboxamide